(+)-(S)-ethyl 2-(2-((4-(2-((1,1-dimethylethylsulfinamido)methyl)pyridin-4-yl)-1-isopropyl-1H-indol-6-yl)methoxy)-5-fluorophenyl)acetate CC(C)([S@](=O)NCC1=NC=CC(=C1)C1=C2C=CN(C2=CC(=C1)COC1=C(C=C(C=C1)F)CC(=O)OCC)C(C)C)C